CN1C2=C(OC[C@@H](C1=O)NC(C1=CC=CC=C1)(C1=CC=CC=C1)C1=CC=CC=C1)C=CC(=C2)C#C[Si](C)(C)C (S)-5-methyl-7-((trimethylsilyl)ethynyl)-3-(tritylamino)-2,3-dihydrobenzo[b][1,4]Oxazepine-4(5H)-one